CN1C(C(=C(C2=CC(=CC=C12)C#N)N1CCC(CC1)(C=1OC2=C(N1)C=C(C=C2)C)C)C#N)=O 1-methyl-4-[4-methyl-4-(5-methyl-1,3-benzoxazol-2-yl)piperidin-1-yl]-2-oxo-1,2-dihydroquinoline-3,6-dicarbonitrile